C(O)(O)=O.C1(N=CC2=C1C=CC=C2)=O benzo[c]pyrrolone carbonate